methyl 2-(bromomethyl)-7-iodobenzofuran-5-carboxylate BrCC=1OC2=C(C1)C=C(C=C2I)C(=O)OC